OCC1C(C(C2N=C(OC2O1)C)O)O 5-(hydroxymethyl)-2-methyl-3a,6,7,7a-tetrahydro-5H-pyrano[3,2-d]oxazole-6,7-diol